(S)-N-((S)-1-(4-chloro-5-(4-fluorophenyl)-1H-imidazol-2-yl)-7-(isoxazol-3-yl)-7-oxoheptyl)-6-methyl-6-azaspiro[2.5]octane-1-carboxamide 2,3-dihydroxysuccinate OC(C(=O)O)C(C(=O)O)O.ClC=1N=C(NC1C1=CC=C(C=C1)F)[C@H](CCCCCC(=O)C1=NOC=C1)NC(=O)[C@H]1CC12CCN(CC2)C